C1(CC1)C=1C=C2C(=NC(=NC2=C(C1C1=C2C=NNC2=CC=C1C)OCC(F)F)OC1CCN(CC1)C)N1CCC2(CN(C2)C(C=C)=O)CC1 1-(7-{6-cyclopropyl-8-(2,2-difluoroethoxy)-7-(5-methyl-1H-indazol-4-yl)-2-[(1-methylpiperidin-4-yl)oxy]quinazolin-4-yl}-2,7-diazaspiro[3.5]non-2-yl)prop-2-en-1-one